C(CCCCCC[C@H]1CCC[C@@H]1CCCCCCCC)(=O)O prostanic acid